tert-butyl 4-((9-(4-((4-(2-(3-chloro-4-(2-chloroethoxy)-5-cyanophenyl)propan-2-yl)phenoxy)methyl)pyrimidin-2-yl)-3,9-diazaspiro[5.5]undecan-3-yl)methyl)piperidine-1-carboxylate ClC=1C=C(C=C(C1OCCCl)C#N)C(C)(C)C1=CC=C(OCC2=NC(=NC=C2)N2CCC3(CCN(CC3)CC3CCN(CC3)C(=O)OC(C)(C)C)CC2)C=C1